(3-(6-(1-hydroxyethyl)-3,4-dihydroquinolin-1(2H)-yl)-1,2,4-oxadiazol-5-yl)-2-isopropoxybenzonitrile OC(C)C=1C=C2CCCN(C2=CC1)C1=NOC(=N1)C=1C(=C(C#N)C=CC1)OC(C)C